OC(=O)C(F)(F)F.O1CCN(CC1)CC1=CN=C(S1)NC(=O)N1CN=CC=C1 N-(5-(morpholinomethyl)thiazol-2-yl)pyrimidine-3-carboxamide TFA salt